N-[[5-[5-(difluoromethyl)-1,3,4-oxadiazol-2-yl]thiazol-2-yl]methyl]-N-[2-(trifluoromethyl)-4-pyridyl]ethanesulfonamide FC(C1=NN=C(O1)C1=CN=C(S1)CN(S(=O)(=O)CC)C1=CC(=NC=C1)C(F)(F)F)F